C1([C@H](O)[C@@H](O)[C@@H](O)[C@H](O1)CO)[C@@]1([C@@H]([C@H](C(O)O[C@@H]1CO)O)O)O[C@H]1[C@H](O)[C@@H](O)[C@@H](O)[C@H](O1)CO 4-galactosyllactose